FC(C(=O)OC)(C(C(C(C(C(C(=O)[O-])(F)F)(F)F)(F)F)(F)F)(F)F)F methyl perfluorosuberate